N1CCC(CC1)CC(=O)N (4-Piperidyl)acetamide